The molecule is a meroterpenoid found in Penicillium rubrum and has been shown to exhibit inhibitory activity against caspase-1. It has a role as a cysteine protease inhibitor and a Penicillium metabolite. It is a cyclic terpene ketone, a meroterpenoid, a carbotricyclic compound, a tertiary alcohol, a methyl ester, a beta-diketone, a dicarboxylic acid monoester and a tertiary alpha-hydroxy ketone. CC(=C)C1=CC[C@]2([C@H]([C@]1(C)CCC(=O)O)C[C@@]3(C(=C)[C@]2(C(=O)[C@@](C3=O)(C)O)C(=O)OC)C)C